CN(C)CCOC1=CC=C(C=C1)C=O N,N-dimethyl-2-(4-formylphenoxy)ethylamine